N-[4-Fluoro-2-methyl-5-[5-(oxan-4-yl)-4H-1,2,4-triazol-3-yl]phenyl]pyrazolo[1,5-a]pyridine-3-carboxamide FC1=CC(=C(C=C1C1=NN=C(N1)C1CCOCC1)NC(=O)C=1C=NN2C1C=CC=C2)C